1-(1-(4-(4-(4-bromophenyl)piperazin-1-yl)phenyl)-1H-1,2,3-triazol-4-yl)-2,2,2-trifluoroethan-1-ol BrC1=CC=C(C=C1)N1CCN(CC1)C1=CC=C(C=C1)N1N=NC(=C1)C(C(F)(F)F)O